2,6-bis(2-pyrazinyl)pyridine N1=C(C=NC=C1)C1=NC(=CC=C1)C1=NC=CN=C1